N1C=CC=2C1=NC=C(C2)OC2=C(C(=O)NS(=O)(=O)C1=CC3=CC=CC=C3C=C1)C=CC(=C2)N2CCN(CC2)CC2=C(CC1(CCC1)CC2)C2=CC=C(C=C2)Cl 2-((1H-pyrrolo[2,3-b]pyridin-5-yl)oxy)-4-(4-((6-(4-chlorophenyl)spiro[3.5]non-6-en-7-yl)methyl)piperazin-1-yl)-N-(naphthalen-2-ylsulfonyl)benzamide